ClC=1C=C(NCCC)C=C(C1)Cl 3,5-dichloro-N-propylaniline